C(CCCCCCCCCCCCCCC)(=O)[N+](CCO)(C)C(CCCCCCCCCCCCCCC)=O dipalmitoylmethylhydroxyethylammonium